FC(C=1C=C(CNC2=NC=C(C=N2)C2=NNC(O2)=O)C=C(C1)C(F)(F)F)(F)F 5-(2-((3,5-bis(trifluoromethyl)benzyl)amino)pyrimidin-5-yl)-1,3,4-oxadiazole-2(3H)-on